lauroxytetraethylene glycol C(CCCCCCCCCCC)OC(COCCOCCOCCO)O